7-((3aS,4R,6R,6aR)-6-(azidomethyl)-2,2-dimethyltetrahydro-4H-cyclopenta[d][1,3]dioxol-4-yl)-N-methyl-7H-pyrrolo[2,3-d]pyrimidin-4-amine N(=[N+]=[N-])C[C@H]1C[C@H]([C@H]2[C@@H]1OC(O2)(C)C)N2C=CC1=C2N=CN=C1NC